Methyl 2-fluoro-2-(2-methoxypyridin-4-yl)propanoate FC(C(=O)OC)(C)C1=CC(=NC=C1)OC